C(C)(C)(C)OC(=O)N(CCNC=1C2=C(N=CN1)N(C=C2)C(=O)OC(C)(C)C)CC2=C(C(=C(C(=C2SC)F)F)F)F tert-butyl 4-((2-((tert-butoxycarbonyl)(2,3,4,5-tetrafluoro-6-(methylthio)benzyl)amino)ethyl)amino)-7H-pyrrolo[2,3-d]pyrimidine-7-carboxylate